O[C@H]1C[C@@]2([C@@]3(O[C@@H](O[C@@H]3C[C@H]2[C@@H]2CCC3=CC(C=C[C@@]3([C@@H]12)C)=O)C1CCNCC1)C(CO)=O)C (1S,2S,4R,6R,8S,9S,11S,12S,13R)-11-Hydroxy-8-(2-hydroxyacetyl)-9,13-dimethyl-6-(piperidin-4-yl)-5,7-dioxapentacyclo[10.8.0.02,9.04,8.013,18]icosa-14,17-dien-16-one